C(CCCCCCCCCC)C1OCCC(O1)O 2-undecyl-1,3-dioxan-4-ol